(2,3-Dihydro-4H-benzo[b][1,4]oxazin-4-yl)(5-(4-fluoro-2-methoxyphenyl)-pyridin-3-yl)methanone O1C2=C(N(CC1)C(=O)C=1C=NC=C(C1)C1=C(C=C(C=C1)F)OC)C=CC=C2